4-chloro-5-(4-fluorophenyl)-1H-pyrrolo[2,3-b]pyridine ClC1=C2C(=NC=C1C1=CC=C(C=C1)F)NC=C2